FC(CN1C(=NC=2C1=NC(=CC2)C2=CNC=1N=C(N=CC12)NC1=CC(=NC=C1)N1CCN(CC1)C)C)F 5-(3-(2,2-difluoroethyl)-2-methyl-3H-imidazo[4,5-b]pyridin-5-yl)-N-(2-(4-methylpiperazin-1-yl)pyridin-4-yl)-7H-pyrrolo[2,3-d]pyrimidin-2-amine